(S,E)-methyl 7-(1-(2-(2-adamantylamino)-2-oxoethyl)-2-oxo-1,2-dihydropyridin-3-ylamino)-7-oxo-6-((R)-piperidine-3-carboxamido)hept-2-enoate C12C(C3CC(CC(C1)C3)C2)NC(CN2C(C(=CC=C2)NC([C@H](CC/C=C/C(=O)OC)NC(=O)[C@H]2CNCCC2)=O)=O)=O